1-[(12aR)-8,10-difluoro-9-[2-fluoro-6-(hydroxymethyl)phenyl]-3,4,12,12a-tetrahydro-6H-pyrazino[2,1-c][1,4]benzooxazepin-2(1H)-yl]prop-2-en-1-one FC=1C(=C(C2=C(CN3[C@@H](CO2)CN(CC3)C(C=C)=O)C1)F)C1=C(C=CC=C1CO)F